C(C)(C)N(C(C)C)[Al](C)N(C(C)C)C(C)C bis(diisopropylamino)(methyl)aluminum